C(CCC)N1C(N(C(C(C1=O)=C(N)N)=O)C1CCC2(CC3(C(N(C(N3CCOC)=O)CC#N)=O)C2)CC1)=O 2-(10-(3-Butyl-5-(diaminomethylene)-2,4,6-trioxotetrahydropyrimidin-1(2H)-yl)-1-(2-methoxyethyl)-2,4-dioxo-1,3-diazadispiro[4.1.57.15]tridecan-3-yl)acetonitrile